NCC=1C=C(C=C(C1)F)C1=C2CN(C(C2=CC=C1)=O)C1C(NC(CC1)=O)=O 3-(4-(3-(aminomethyl)-5-fluorophenyl)-1-oxoisoindolin-2-yl)piperidine-2,6-dione